(E)-2-(3-methoxyprop-1-en-1-yl)pyrazolo[5,1-b]thiazole COC/C=C/C1=CN2C(S1)=CC=N2